5-mercapto-1H-tetrazole-1-methanesulphonic acid SC1=NN=NN1CS(=O)(=O)O